tert-butyl 4-amino-3-ethyl-2-methyl-2,3-dihydroquinoxaline-1-carboxylate NN1C(C(N(C2=CC=CC=C12)C(=O)OC(C)(C)C)C)CC